N,2,3-trimethyl-N-phenethyl-benzamide CN(C(C1=C(C(=CC=C1)C)C)=O)CCC1=CC=CC=C1